C1(=CC(=CC=C1)OC1=CC=C(N)C=C1)OC1=CC=C(N)C=C1 4,4'-(1,3-phenylenedioxy)dianiline